C(#N)C1=CC=C(C=C1)C[C@H](C=1SC2=C(N1)C=CC(=C2)OC)NS(=O)(=O)C2=CC=CC=C2 N-[(1R)-2-(4-cyanophenyl)-1-(6-methoxy-1,3-benzothiazol-2-yl)ethyl]benzenesulfonamide